3-pentyloctyl 6-[3-[octyl-[2-[2-[2-[2-(2-trityloxyethoxy)ethoxy]ethoxy]ethoxy]ethyl]amino]-3-oxo-2-[6-oxo-6-(3-pentyloctoxy)hexoxy]propoxy]hexanoate C(CCCCCCC)N(C(C(COCCCCCC(=O)OCCC(CCCCC)CCCCC)OCCCCCC(OCCC(CCCCC)CCCCC)=O)=O)CCOCCOCCOCCOCCOC(C1=CC=CC=C1)(C1=CC=CC=C1)C1=CC=CC=C1